[Cl-].FC(=C(F)F)[Zn+] trifluorovinyl-zinc chloride